Oleic acid [3-({6-[(3-oleamidopropyl)-dimethyl-amino]hexyl}-dimethyl-amino)-propyl]-amide dibromide [Br-].[Br-].C(CCCCCCC\C=C/CCCCCCCC)(=O)NCCCCN(CCCCCCCN(CCCNC(CCCCCCC\C=C/CCCCCCCC)=O)C)C